C(C)(C)(C)OC(CCCCCCCCCCCCCCCCC(=O)NCCC(=O)OC(C)(C)C)=O 18-(tert-butoxy)-N-(3-(tert-butoxy)-3-oxopropyl)-18-oxostearamide